(S)-N-(4-(3-butyl-6-methoxy-3,4-dihydroisoquinolin-1-yl)phenyl)cyclobutanecarboxamide C(CCC)[C@@H]1N=C(C2=CC=C(C=C2C1)OC)C1=CC=C(C=C1)NC(=O)C1CCC1